ClC=1C=C(C(=NC1)N1C([C@](N(C(C1)=O)CC1=CC=C(C=C1)C(F)(F)F)(C)CNC(C)=O)=O)F (S)-N-((4-(5-chloro-3-fluoropyridin-2-yl)-2-methyl-3,6-dioxo-1-(4-(trifluoromethyl)benzyl)piperazin-2-yl)methyl)acetamide